N=1C=CN2N=C(C=CC21)C=2C=CN1N=C(N=CC12)NC1CC(C1)O 3-((5-(imidazo[1,2-b]pyridazin-6-yl)pyrrolo[2,1-f][1,2,4]triazin-2-yl)amino)cyclobutan-1-ol